2-chloro-3H,4H,5H-pyrrolo[3,2-d]pyrimidin-4-one ClC=1NC(C2=C(N1)C=CN2)=O